5,7,3',4'-tetrahydroxyflavanol OC1=C2CC(C(OC2=CC(=C1)O)C1=CC(=C(C=C1)O)O)O